CN1N=CC(=C1)C1=NC=2C=CC=CC2C2=C1N=C(N=C2)N 5-(1-methyl-1H-pyrazol-4-yl)pyrimido[4,5-c]quinolin-3-amine